2-{[5-(difluoromethyl)-1-methyl-1H-pyrazol-4-yl]amino}-4-[(1-oxo-1,2,3,4-tetrahydroisoquinolin-5-yl)amino]pyrimidine-5-carboxamide FC(C1=C(C=NN1C)NC1=NC=C(C(=N1)NC1=C2CCNC(C2=CC=C1)=O)C(=O)N)F